C1(CC1)OC=1C(=CC(=C(C1)N1CCC(CC1)N1CCN(CC1)C(=O)O)C=C)[N+](=O)[O-] 4-(1-(5-Cyclopropoxy-4-nitro-2-vinylphenyl)piperidin-4-yl)piperazine-1-carboxylic acid